methylpyrrolo[2,3-b]pyridin CC1=CC=2C(=NC=CC2)N1